5-(hexahydropyrrolo[3,4-c]pyrrol-2(1H)-yl)-2-methyl-N-(1-(2-(1-methyl-1H-pyrazol-4-yl)quinolin-4-yl)cyclopropyl)benzamide C1N(CC2C1CNC2)C=2C=CC(=C(C(=O)NC1(CC1)C1=CC(=NC3=CC=CC=C13)C=1C=NN(C1)C)C2)C